tert-butyl (3R)-3-[2-[(4-nitrothiophene-2-carbonyl)amino]-6-(triisopropylsilyloxymethyl) benzimidazol-1-yl]azepane-1-carboxylate [N+](=O)([O-])C=1C=C(SC1)C(=O)NC1=NC2=C(N1[C@H]1CN(CCCC1)C(=O)OC(C)(C)C)C=C(C=C2)CO[Si](C(C)C)(C(C)C)C(C)C